2-[7-[[6-(difluoromethoxy)-3-pyridinyl]methyl]-2-azaspiro[3.5]nonane-2-carbonyl]-7-oxa-2,5-diazaspiro[3.4]octan-6-one FC(OC1=CC=C(C=N1)CC1CCC2(CN(C2)C(=O)N2CC3(C2)NC(OC3)=O)CC1)F